difluoropropan-1-one FC(C=O)(C)F